BrC(Cl)Br dibromomonochloromethane